2-fluoro-1-(3-(5-methyl-3-(4-(trifluoromethyl)phenyl)-1H-pyrazolo[3,4-b]pyridin-1-yl)azetidin-1-yl)prop-2-en-1-one FC(C(=O)N1CC(C1)N1N=C(C=2C1=NC=C(C2)C)C2=CC=C(C=C2)C(F)(F)F)=C